(1R,2R)-2-fluoro-N-(4-(6-((S)-1-hydroxypropyl-1,2,2,3,3,3-d6)-4-methylpyridin-3-yl)-[1,2,4]triazolo[1,5-a][1,6]naphthyridin-8-yl)cyclopropane-1-carboxamide F[C@H]1[C@H](C1)C(=O)NC1=NC=C2C=C(C=3N(C2=C1)N=CN3)C=3C=NC(=CC3C)[C@@](C(C([2H])([2H])[2H])([2H])[2H])([2H])O